rel-(6R,7R)-N-ethyl-2,2-dioxo-7-({[(CIS)-4-phenylcyclohexyl]oxy}methyl)-2λ6-thia-1,8-diazaspiro[5.5]undecane-8-carboxamide C(C)NC(=O)N1[C@H]([C@]2(CCCS(N2)(=O)=O)CCC1)CO[C@@H]1CC[C@@H](CC1)C1=CC=CC=C1 |o1:6,7|